C1=C(C=NN=N1)Br 5-bromotriazine